[Br-].C(CCCC)[N+](CCCCC)(CCCCC)CCCCC tetra-normal Pentylammonium bromide